5-(2-Methyl-4-phenoxyphenyl)-N-((1S,4S)-4-((E)-4-(methylamino)but-2-enamido)cyclohexyl)-4-oxo-4,5-dihydro-3H-1-thia-3,5,8-triazaacenaphthylene-2-carboxamide CC1=C(C=CC(=C1)OC1=CC=CC=C1)N1C(NC2=C(SC=3N=CC=C1C32)C(=O)NC3CCC(CC3)NC(\C=C\CNC)=O)=O